(4R,5R,7R,8R)-5-(5-((4-bromo-2-fluorophenyl)ethynyl)-4-methyl-7H-pyrrolo[2,3-d]pyrimidin-7-yl)-7-(hydroxymethyl)-1,6-dioxaspiro[3.4]octane-8-ol BrC1=CC(=C(C=C1)C#CC1=CN(C=2N=CN=C(C21)C)[C@H]2[C@@]1(CCO1)[C@@H]([C@H](O2)CO)O)F